O=C1NC=CN1C1=NNC2=C1CN(CC2)C(=O)[O-] 2-oxo-1H-imidazol-3-yl-6,7-dihydro-4H-pyrazolo[4,3-c]pyridine-5-carboxylate